8-((diethylamino)methyl)-7,8,9,10-tetrahydro-5H-cyclohepta[b]naphthalene-5,11(6H)-dione C(C)N(CC)CC1CCC2=C(C(C=3C=CC=CC3C2=O)=O)CC1